9-(tert-butyl)-2,6-dichloro-9H-purine C(C)(C)(C)N1C2=NC(=NC(=C2N=C1)Cl)Cl